6-(5-chloro-2-fluorophenyl)pyrimidin-4-ol ClC=1C=CC(=C(C1)C1=CC(=NC=N1)O)F